4-methyl-1-(1-methylethyl)-cyclohexene CC1CC=C(CC1)C(C)C